2-hydroxy-3-(methoxymethoxy)-5-methylbenzaldehyde OC1=C(C=O)C=C(C=C1OCOC)C